C(C=C)(=O)NC1CCC(CC1)N1N=C(C(=C1)C(=O)N)C#CC1=CC(=CC(=C1)OC)OC 1-(4-acryloylaminocyclohexyl)-3-((3,5-dimethoxyphenyl)ethynyl)-1H-pyrazole-4-carboxamide